CC(CN)CCCCCCCCCN 2-methyl-1,11-diaminoundecane